C(C)(=O)N1CCC(CC1)C1=NN=C(O1)C=1C(=CC2=C(N(C([C@H](CS2(=O)=O)N)=O)CC2=CC=C(C=C2)Cl)C1)F (3R)-7-[5-(1-acetyl-4-piperidyl)-1,3,4-oxadiazol-2-yl]-3-amino-5-[(4-chloro-phenyl)methyl]-8-fluoro-1,1-dioxo-2,3-dihydro-1λ6,5-benzothiazepin-4-one